N-((1-(dimethylamino)cyclobutyl)methyl)-8-fluoro-2-((tetrahydro-1H-pyrrolizin-7a(5H)-yl)methoxy)pyrido[4,3-d]pyrimidin-4-amine CN(C1(CCC1)CNC=1C2=C(N=C(N1)OCC13CCCN3CCC1)C(=CN=C2)F)C